C(C)SC1=NC=2C(=C(C3=C(C2C(=N1)OC)COC3)C3=C(C=CC1=C3C=C(S1)NC(OC(C)(C)C)=O)F)F tert-Butyl N-[4-(3-ethylsulfanyl-5-fluoro-1-methoxy-7,9-dihydrofuro[3,4-f]quinazolin-6-yl)-5-fluoro-benzothiophen-2-yl]carbamate